(R)-1-methyl-5-(3-methylmorpholinyl)-1H-pyrazolo[4,3-b]pyridin-7-yl trifluoromethanesulfonate FC(S(=O)(=O)OC1=C2C(=NC(=C1)N1[C@@H](COCC1)C)C=NN2C)(F)F